O[C@H](CNC1=C(C=C(C=C1)C1=NNC(OC1)=O)C(F)(F)F)C 5-[4-{[(2S)-2-Hydroxypropyl]amino}-3-(trifluoromethyl)phenyl]-3,6-dihydro-2H-1,3,4-oxadiazin-2-on